FC1(C(CN(CC1)C1=NC=2CC(CC(C2C=C1C(=O)NC1=CC(=NC=C1)S(N)(=O)=O)(C)C)(C)C)C)F 2-(4,4-difluoro-3-methylpiperidin-1-yl)-5,5,7,7-tetramethyl-N-(2-sulfamoylpyridin-4-yl)-5,6,7,8-tetrahydroquinoline-3-carboxamide